3-(4-(ethoxycarbonyl)-5-phenyl-1H-imidazol-2-yl)-1H-indazole-5-carboxylic acid C(C)OC(=O)C=1N=C(NC1C1=CC=CC=C1)C1=NNC2=CC=C(C=C12)C(=O)O